5-[(5-bromo-2-chloro-pyrimidin-4-yl)amino]-3-(3-hydroxy-3-methyl-butyl)-1-methyl-benzimidazol-2-one BrC=1C(=NC(=NC1)Cl)NC1=CC2=C(N(C(N2CCC(C)(C)O)=O)C)C=C1